1-(5-(6-chloro-3-cyanopyrazolo[1,5-a]pyrazin-4-yl)pyridin-2-yl)-4-ethyl-N-isopropylpiperidine-4-carboxamide ClC=1N=C(C=2N(C1)N=CC2C#N)C=2C=CC(=NC2)N2CCC(CC2)(C(=O)NC(C)C)CC